FC(C(=O)O)(CC1=C(C(=NC=C1)F)F)F α,α,2,3-tetrafluoro-4-pyridinepropionic acid